[Br-].C(CCC)[P+](CCCNC(C1=CC(=C(C=C1)C(CO)C)[N+](=O)[O-])=O)(CCCC)CCCC Tributyl(3-(4-(1-hydroxypropan-2-yl)-3-nitrobenzamido)propyl)phosphonium bromide